(6S)-N'-((1a,3,4,5,7,7a-hexahydro-1H-cyclopropa[a]-s-indacen-6-yl)carbamoyl)-6-methoxy-6,7-dihydro-5H-pyrazolo[5,1-b][1,3]oxazine-3-sulfonimidamide C1C2C1CC=1C(=C3CCCC3=CC21)NC(=O)N=S(=O)(N)C=2C=NN1C2OC[C@H](C1)OC